(2S,3S)-2-((tert-Butoxycarbonyl)amino)-3-(4-fluorophenyl)pentanoic acid C(C)(C)(C)OC(=O)N[C@H](C(=O)O)[C@@H](CC)C1=CC=C(C=C1)F